C(C)[C@@H]1N(C[C@H](N(C1)C(C)C=1C=C2N=CC=NC2=CC1)C)C=1C=2C(N(C(C1)=O)C)=CN(N2)C2OCCCC2 7-((2s,5r)-2-ethyl-5-methyl-4-(1-(quinoxalin-6-yl)ethyl)piperazin-1-yl)-4-methyl-2-(tetrahydro-2H-pyran-2-yl)-2,4-dihydro-5H-pyrazolo[4,3-b]pyridin-5-one